3-(trifluoromethyl)pyridineamide FC(C=1C(=NC=CC1)C(=O)N)(F)F